C1(CC1)C1=CC=C(C=C1)N1N=C2C(C(NC[C@H]3C2=C1CCN3C(=O)OC(C)(C)C)=O)=[N+]=[N-] |o1:16| tert-butyl (R or S)-2-(4-cyclopropylphenyl)-9-diazo-8-oxo-2,3,4,5a,6,7,8,9-octahydro-5H-1,2,5,7-tetraazabenzo[cd]azulene-5-carboxylate